Cl.N[C@H]1CN(CC1)C(C)=O (R)-1-(3-aminopyrrolidin-1-yl)ethan-1-one HCl